ClC1=CC(=C(C=C1)N1CCN(CC1)C1=C(C(=O)NC2=CC=C(C=C2)S(=O)(=O)N(C)C)C=CC=C1)F (4-(4-chloro-2-fluorophenyl)piperazin-1-yl)-N-(4-(N,N-dimethylaminosulfonyl)phenyl)benzamide